6-((3,3-difluoropyrrolidin-1-yl)methyl)pyridin FC1(CN(CC1)CC1=CC=CC=N1)F